CC(CO)(C=C)SC[C@@H](C(=O)NCC(=O)[O-])NC(=O)CC[C@@H](C(=O)[O-])[NH3+] The molecule is an S-substituted glutathione(1-) obtained by deprotonation of the the two carboxy groups and protonation of the amino group of S-(1-hydroxy-2-methylbut-3-en-2-yl)-glutathione; major species at pH 7.3. It is a conjugate base of a S-(1-hydroxy-2-methylbut-3-en-2-yl)glutathione.